FC=1C2=CNC=C2C=CC1 4-fluoroisoindole